(3-(difluoromethoxy)-4-nitrophenyl)dimethylphosphine oxide FC(OC=1C=C(C=CC1[N+](=O)[O-])P(C)(C)=O)F